C1(CC1)C1=C(C=C(C(=C1)CN1CCC2(CN(C(O2)=O)C2CC(C2)CO)CC1)OCC)C1=CC=C(C=C1)F 8-((2-cyclopropyl-5-ethoxy-4'-fluoro-[1,1'-biphenyl]-4-yl)methyl)-3-(3-(hydroxymethyl)cyclobutyl)-1-oxa-3,8-diazaspiro[4.5]decan-2-one